(3-fluorophenyl)-6-(6,7-dimethoxyquinoline-4-oxy)-3,4-dihydroquinoline-1(2H)-formamide mesylate S(C)(=O)(=O)O.FC=1C=C(C=CC1)C1N(C2=CC=C(C=C2CC1)OC1=CC=NC2=CC(=C(C=C12)OC)OC)C(=O)N